(E,E)-2,4-heptadiene C\C=C\C=C\CC